Bromoisoindoline C1C2=CC=CC=C2C(N1)Br